ClC=1C(=NC(=NC1)N[C@@H]1C[C@H]2CO[C@@H]([C@H]1O)O2)C2=C(C1=NC=C(C(=C1S2)C)C(C)(C)O)F (1S,3R,4S,5R)-3-((5-chloro-4-(3-fluoro-6-(2-hydroxypropan-2-yl)-7-methylthieno[3,2-b]pyridin-2-yl)pyrimidin-2-yl)amino)-6,8-dioxabicyclo[3.2.1]octan-4-ol